N'-[1-(3-bromo-2-fluoro-phenyl)-2,2,2-trifluoro-ethyl]-N'-cyclopropyl-ethane-1,2-diamine hydrochloride Cl.BrC=1C(=C(C=CC1)C(C(F)(F)F)N(CCN)C1CC1)F